4-(trimethylsilyl)butanoic Acid C[Si](CCCC(=O)O)(C)C